C1C=CNS1 3-thiazole